4-((5-(4-(Aminomethyl)-4-methylpiperidin-1-yl)-6-oxo-1,6-dihydropyrazin-2-yl)thio)-3,3-difluoroindolin-2-on NCC1(CCN(CC1)C1=NC=C(NC1=O)SC1=C2C(C(NC2=CC=C1)=O)(F)F)C